3-[3-Methyl-2-oxo-5-(piperidin-3-yl)-1,3-benzodiazol-1-yl]piperidine-2,6-dione hydrochloride Cl.CN1C(N(C2=C1C=C(C=C2)C2CNCCC2)C2C(NC(CC2)=O)=O)=O